BrC=1N=NN(C1)C1=C(C=C(C=C1)Cl)C1=CC(=NC=N1)O 6-[2-(4-bromo-1H-1,2,3-triazol-1-yl)-5-chlorophenyl]Pyrimidin-4-ol